C(C)(C)S(=O)(=O)C=1C=C(C(=O)NCC(NC=2SC=C(N2)C2=CC(=CC=C2)B2OC(C(O2)(C)C)(C)C)=O)C=CC1 3-isopropylsulfonyl-N-[2-oxo-2-[[4-[3-(4,4,5,5-tetramethyl-1,3,2-dioxaborolan-2-yl)phenyl]thiazol-2-yl]amino]ethyl]benzamide